COC=1C=C(C=CC1OC)C1=NC(=CN1C)C1=CC(=C(C(=C1)OC)OC)OC (R)-2-(3,4-dimethoxyphenyl)-3-methyl-5-(3,4,5-trimethoxyphenyl)imidazole